sodium 2-amino-5-diethylamino-phenylthiosulfate NC1=C(C=C(C=C1)N(CC)CC)OS(=S)(=O)[O-].[Na+]